CC1=C(C(CC=C1)(C)C)C(\C=C\C)=O (2E)-1-(2,6,6-trimethyl-1,3-cyclohexadien-1-yl)-2-buten-1-one